CC1=CC=CC=2C(NC3C=4N(C(C21)C3)C3=C(N4)C=CC=C3)=O methyl-6,7-dihydro-7,14-methanobenzimidazolo[1,2-b][2,5]benzodiazocine-5(14H)-one